Di-tert-butyl ((2S,3S,4R)-2-(4-aminobutyl)tetrahydrothiophene-3,4-diyl)dicarbamate NCCCC[C@@H]1SC[C@@H]([C@@H]1NC(OC(C)(C)C)=O)NC(OC(C)(C)C)=O